FC1=C(C=C2C=CN(C(C2=C1F)=O)CCCCNC(OC(C)(C)C)=O)C1=NC=C(C=N1)C(F)(F)F tert-Butyl (4-(7,8-difluoro-1-oxo-6-(5-(trifluoromethyl)pyrimidin-2-yl)isoquinolin-2(1H)-yl)butyl)carbamate